BrC1=CC=2N(C=C1)C(=NC2)C(C)C 7-bromo-3-isopropylimidazo[1,5-a]pyridine